CC1(OCC(O1)CO)C 1,2-Isopropylidenglycerin